N1CC2(C3=CC=CC=C13)CCC1(CC2)CC1 dispiro[cyclopropane-1,1'-cyclohexane-4',3''-indoline]